(3R,4S,5R)-5-(chloromethyl)-3,4-dihydroxy-5-(hydroxymethyl)dihydrofuran-2(3H)-one ClC[C@]1([C@H]([C@H](C(O1)=O)O)O)CO